N,N-diethyl-4-methyl-benzamide C(C)N(C(C1=CC=C(C=C1)C)=O)CC